5',7'-dibromo-1'-methyl-2,2-diphenylspiro[cyclopropane-1,3'-Indol]-2'-one BrC=1C=C2C3(C(N(C2=C(C1)Br)C)=O)C(C3)(C3=CC=CC=C3)C3=CC=CC=C3